C(C)(C)OCC1=C(C=CC=C1)C=1C(=CC=CC1)S(=O)(=O)NC1=NOC(=C1C)C 2'-(isopropoxymethyl)-N-(4,5-dimethylisoxazol-3-yl)-[1,1'-biphenyl]-2-sulfonamide